N-((1S)-(4,4-difluorocyclohexyl)(6-(((5R)-2-oxo-5-(trifluoromethyl)piperidin-3-yl)methyl)imidazo[1,2-b]pyridazin-2-yl)methyl)-4-(2,2,2-trifluoroethyl)-1,2,5-oxadiazole-3-carboxamide FC1(CCC(CC1)[C@H](NC(=O)C1=NON=C1CC(F)(F)F)C=1N=C2N(N=C(C=C2)CC2C(NC[C@@H](C2)C(F)(F)F)=O)C1)F